1-(2,4,5-trifluorophenyl)methylthiourea FC1=C(C=C(C(=C1)F)F)CNC(=S)N